ClC1=NC=C(C(=C1)C1=C(C=NC(=C1)C)C(=O)NC=1SC(=NN1)O[C@H]1C[C@](CCC1)(C)O)OC |r| rac-2'-chloro-N-(5-(((1R,3R)-3-hydroxy-3-methylcyclohexyl)oxy)-1,3,4-thiadiazol-2-yl)-5'-methoxy-6-methyl-(4,4'-bipyridine)-3-carboxamide